CC1=NNC(=C1C=1N=C(C2=C(N1)C=NC=C2)NC(C(F)(F)F)(C)C)C 2-(3,5-dimethyl-1H-pyrazol-4-yl)-N-(1,1,1-trifluoro-2-methylpropan-2-yl)pyrido[3,4-d]Pyrimidin-4-amine